IC=1C=CC(=NC1)O[C@H]1CN(CCC1)C(=O)OC(C)(C)C Tert-butyl (R)-3-((5-iodopyridin-2-yl)oxy)piperidine-1-carboxylate